(R)-4-((2,4-dimethyl-1H-imidazol-5-yl)methyl)-1-meth-yl-N-(1-methylcyclopropyl)-5-oxo-1,2,4,5-tetrahydroimidazo-[1,2-a]quinazoline-7-sulfonamide CC=1NC(=C(N1)C)CN1C=2N(C3=CC=C(C=C3C1=O)S(=O)(=O)NC1(CC1)C)[C@@H](CN2)C